1-benzothiophene-3-sulfonyl chloride S1C=C(C2=C1C=CC=C2)S(=O)(=O)Cl